FC1=C(C=CC(=C1)F)C1=CC(=CC=C1OC)[C@H](CC(=O)[O-])NC(=O)NC=1C(N(C=CC1[O-])C)=O.[Na+].[Na+] sodium (S)-3-(2',4'-difluoro-6-methoxybiphenyl-3-yl)-3-(3-(1-methyl-4-oxido-2-oxo-1,2-dihydro pyridin-3-yl)ureido)propanoate